3-(tert-butyl) 9-methyl (R)-8-nitro-1,2,4a,5-tetrahydrobenzo[b]pyrazino[1,2-d][1,4]oxazine-3,9(4H)-dicarboxylate [N+](=O)([O-])C=1C(=CC2=C(OC[C@@H]3N2CCN(C3)C(=O)OC(C)(C)C)C1)C(=O)OC